C[C@@H](C(=O)N[C@@H](CCC(=O)N[C@@H](CCC(=O)[O-])C(=O)[O-])C(=O)[O-])OP(=O)([O-])OC[C@H]([C@H]([C@H](CN1C2=CC(=O)C=CC2=CC3=C1N=C(NC3=O)[O-])O)O)O The molecule is the penta-anion obtained by removing protons from the imide nitrogen, phosphate, and carboxylic acid groups of coenzyme gamma-F420-2. It is a member of pyrimidoquinolines, a ribitol phosphate, a tricarboxylic acid anion and a dialkyl phosphate anion. It is a conjugate base of a coenzyme gamma-F420-2.